ONC(NCC[C@H](N)C(=O)O)=N ω-hydroxy-norarginine